ClC1=C(C=C(C=C1)NC(=O)C=1C(=C(C(=O)N)C(=CC1)F)F)OC1=NC=C(C=C1Cl)C(F)(F)F [[4-chloro-3-[3-chloro-5-(trifluoromethyl)pyridin-2-yl]oxyphenyl]carbamoyl]-2,6-difluorobenzamide